(2R)-4-[6-[3-(5-chloro-2,4-difluoro-phenyl)-1H-pyrazol-4-yl]-1,5-naphthyridin-3-yl]-1-isopropyl-N-methyl-piperazine-2-carboxamide ClC=1C(=CC(=C(C1)C1=NNC=C1C=1N=C2C=C(C=NC2=CC1)N1C[C@@H](N(CC1)C(C)C)C(=O)NC)F)F